C(\C=C/C(=O)O)(=O)O.ClC1=CC=C(C=C1)C1C(=C(N=C2N1C(/C(/S2)=C/C2=CC=C(C=C2)OCC(=O)N2CCC(CC2)N(C)C)=O)C)C(=O)OC(C)C isopropyl (Z)-5-(4-chlorophenyl)-2-(4-(2-(4-(dimethylamino)piperidin-1-yl)-2-oxoethoxy)benzylidene)-7-methyl-3-oxo-2,3-dihydro-5H-thiazolo[3,2-a]pyrimidine-6-carboxylate maleate